3-(4-fluoro-1-(4-(trifluoromethyl)phenylsulfonyl)piperidin-4-yl)isoxazol-5-amine FC1(CCN(CC1)S(=O)(=O)C1=CC=C(C=C1)C(F)(F)F)C1=NOC(=C1)N